3-(4-Chlorophenyl)1-[2-(2-fluorophenyl)ethyl]urea ClC1=CC=C(C=C1)NC(NCCC1=C(C=CC=C1)F)=O